1-(3-cyanophenyl)-1-((4-(5-(1,1-difluoroethyl)-1,2,4-oxadiazol-3-yl)bicyclo[2.2.2]octan-1-yl)methyl)-3-((1R,4R)-4-hydroxy-4-methylcyclohexyl)urea C(#N)C=1C=C(C=CC1)N(C(=O)NC1CCC(CC1)(C)O)CC12CCC(CC1)(CC2)C2=NOC(=N2)C(C)(F)F